S1(NCCC1)=O 4,5-dihydro-3H-isothiazol 1-oxide